2-((4-(5-chloro-6-methylpyrimidin-4-yl)piperazin-1-yl)methyl)-6-fluorobenzo[d]oxazole ClC=1C(=NC=NC1C)N1CCN(CC1)CC=1OC2=C(N1)C=CC(=C2)F